2-benzyl-2-azaspiro[3.3]heptan-6-yl (2R,6S)-4-(5-methane-sulfinylpyrimidin-2-yl)-2,6-dimethylpiperazine-1-carboxylate CS(=O)C=1C=NC(=NC1)N1C[C@H](N([C@H](C1)C)C(=O)OC1CC2(CN(C2)CC2=CC=CC=C2)C1)C